C(C)N[C@H](C)C=1C=C(C=CC1)C=1N=C(C=2N(C1)C=CN2)OCCC(CC(CCC(F)(F)F)N)C 8-((6-(3-((R)-1-(ethylamino)ethyl)phenyl)imidazo[1,2-a]pyrazin-8-yl)oxy)-1,1,1-trifluoro-6-methyloctan-4-amine